CN(CCC=1SC(=C(N1)C(F)(F)F)C1=NC(=NC=C1F)NC1CCN(CC1)S(=O)(=O)C)C 4-(2-(2-(dimethylamino)ethyl)-4-(trifluoromethyl)thiazol-5-yl)-5-fluoro-N-(1-(methylsulfonyl)piperidin-4-yl)pyrimidin-2-amine